1-cyclohexyl-1,2-bis(diphenylphosphino)ethane C1(CCCCC1)C(CP(C1=CC=CC=C1)C1=CC=CC=C1)P(C1=CC=CC=C1)C1=CC=CC=C1